BrC1=CC(=C(C=C1)CC(=O)O)OC(F)F 2-[4-bromo-2-(difluoromethoxy)phenyl]Acetic acid